(1-((1r,4r)-4-(cyanomethyl)cyclohexyl)-6-(phenylsulfonyl)-1,6-dihydroimidazo[4,5-d]pyrrolo[2,3-b]pyridin-2-yl)methyl (cyclohexylmethyl)carbamate C1(CCCCC1)CNC(OCC1=NC=2C(=C3C(=NC2)N(C=C3)S(=O)(=O)C3=CC=CC=C3)N1C1CCC(CC1)CC#N)=O